N-[2-(1H-imidazol-4-yl)ethyl]-3-(1,3-thiazol-2-yl)prop-2-enamide N1C=NC(=C1)CCNC(C=CC=1SC=CN1)=O